C[C@@H]1N(CCCC1C1=NC(=NO1)C1=C(C(=C(C(=C1)F)C)N)F)C(=O)OC(CC)(N)C Dimethyl-aminoethanol methyl-(S)-3-(3-(3-amino-2,5-difluoro-4-methylphenyl)-1,2,4-oxadiazol-5-yl)piperidine-1-carboxylate